2-((2-(difluoromethyl)-4-pyridinyl)carbonyl)-2-azabicyclo[3.1.0]hexane-3-carboxamide FC(C1=NC=CC(=C1)C(=O)N1C2CC2CC1C(=O)N)F